3-{5-[(R)-(1,3-dimethyl-azetidin-3-yl)-hydroxy-(4-isopropyl-phenyl)-methyl]-pyridin-3-yl}-prop-1-yn-1-ol CN1CC(C1)(C)[C@@](C=1C=C(C=NC1)CC#CO)(C1=CC=C(C=C1)C(C)C)O